CN1C(SN(C1)C)=S tetrahydro-3,5-dimethyl-1,3,5-thiadiazole-2-thione